(3R)-1-(4,5-dichloro-1H-indole-2-carbonyl)pyrrolidine-3-carboxamide ClC1=C2C=C(NC2=CC=C1Cl)C(=O)N1C[C@@H](CC1)C(=O)N